CC=1C=C(C=CC1)CS(=O)(=O)N (3-methylphenyl)methanesulfonamide